N-((R)-1-(2-fluoro-3-(trifluoromethyl)phenyl)ethyl)-2'-methyl-6'-(tetrahydro-2H-pyran-4-yl)-5',6'-dihydrospiro[pyrrolidine-3,7'-pyrrolo[3,4-d]pyrimidin]-4'-amine FC1=C(C=CC=C1C(F)(F)F)[C@@H](C)NC=1C2=C(N=C(N1)C)C1(N(C2)C2CCOCC2)CNCC1